O1N=C(C=C1)NC(=O)[C@@H]1CC12CCN(CC2)C(=O)OC(C(F)(F)F)C(F)(F)F |o1:8| 1,1,1,3,3,3-hexafluoropropan-2-yl (R or S)-1-(isoxazol-3-ylcarbamoyl)-6-azaspiro[2.5]octane-6-carboxylate